C1(=CC=CC=C1)P(CCP(CCP(C1=CC=CC=C1)C1=CC=CC=C1)CCP(C1=CC=CC=C1)C1=CC=CC=C1)C1=CC=CC=C1 tris[2-(diphenylphosphino)ethyl]phosphorus